C(C)(C)(C)OC(=O)N1CC(CC1)N1C=C(C2=C1N=CN=C2N)C=2SC1=C(C2)C=C(C=C1OC)C 3-(4-amino-5-(7-methoxy-5-methylbenzothiophen-2-yl)-7H-pyrrolo[2,3-d]pyrimidin-7-yl)pyrrolidine-1-carboxylic acid tert-butyl ester